N-(4-chloro-3-(trifluoromethyl)phenyl)-2-(4-((6,7-dimethoxy-2-methylquinazolin-4-yl)oxy)-2-fluorophenyl)-2,2-difluoroacetamide ClC1=C(C=C(C=C1)NC(C(F)(F)C1=C(C=C(C=C1)OC1=NC(=NC2=CC(=C(C=C12)OC)OC)C)F)=O)C(F)(F)F